(S)-2-((1-((1,1-bis(3,4-dimethoxyphenyl)prop-1-en-2-yl)amino)-1-oxopropan-2-yl)carbamoyl)-4-methoxypyridin-3-yl acetate C(C)(=O)OC=1C(=NC=CC1OC)C(N[C@H](C(=O)NC(=C(C1=CC(=C(C=C1)OC)OC)C1=CC(=C(C=C1)OC)OC)C)C)=O